BrC1=CC=C(C=C1)\C=C\C1=CC=C(C=C1)Br (E)-1,2-bis(4-bromophenyl)ethylene